FC(C(=O)O)(F)F.C(#N)CC(N1N=CC(=C1)C=1C2=C(N=CN1)NC=C2)C=2C=C(C=CC2)S(=O)(=O)NCCOC 3-{2-cyano-1-[4-(7H-pyrrolo-[2,3-d]pyrimidin-4-yl)-1H-pyrazol-1-yl]ethyl}-N-(2-methoxyethyl)benzene-sulfonamide trifluoroacetate